CN1CCC(CC1)CN1CCC(CC1)C1=CC=C2C(=NN(C2=C1)C)C1C(NC(CC1)=O)=O methyl-4-((4-(3-(2,6-dioxopiperidin-3-yl)-1-methyl-1H-indazol-6-yl)piperidin-1-yl)methyl)piperidine